N-(1-methyl-2-oxo-3H-benzo[d]imidazol-5-yl)butanamide CN1C(NC2=C1C=CC(=C2)NC(CCC)=O)=O